4-cyclopropoxy-N-{3,5-difluoro-4-[(7-methoxy-1,6-naphthyridin-4-yl)oxy]phenyl}pyridine-3-carboxamide C1(CC1)OC1=C(C=NC=C1)C(=O)NC1=CC(=C(C(=C1)F)OC1=CC=NC2=CC(=NC=C12)OC)F